FC(OC1=NC(=CC=C1NC(=O)C1(CNC1)C1=C(C=CC(=C1)F)C(C)C)C)F N-(2-(difluoromethoxy)-6-methylpyridin-3-yl)-3-(5-fluoro-2-isopropylphenyl)azetidine-3-carboxamide